O=C1NC(CCC1N1C(=NC2=C(C=CC=C2C1=O)OCC=O)C)=O 2-[3-(2,6-dioxo-3-piperidyl)-2-methyl-4-oxo-quinazolin-8-yl]Oxyacetaldehyde